C(C)(=O)C1=NC=C2C=C(C(NC2=C1F)=O)CC 7-acetyl-3-ethyl-8-fluoro-1,6-naphthyridin-2(1H)-one